OC=1C=C(C=NC1)C=1C=NN(C1)C1CCN(CC1)C(=O)OC(C)(C)C tertbutyl 4-[4-(5-hydroxypyridin-3-yl)-1H-pyrazol-1-yl]piperidine-1-carboxylate